((2R,3R,4S,5R)-3-(benzoyloxy)-5-(2,6-dichloro-9H-purin-9-yl)-4-fluorotetrahydrofuran-2-yl) methylbenzoate CC1=C(C(=O)O[C@H]2O[C@H]([C@H]([C@@H]2OC(C2=CC=CC=C2)=O)F)N2C3=NC(=NC(=C3N=C2)Cl)Cl)C=CC=C1